phenylthio-thiophosphonic dichloride C1(=CC=CC=C1)SP(=S)(Cl)Cl